[N+](=O)([O-])C1=CC=C(C=C2CN(CC(C2=O)=CC2=CC=C(C=C2)[N+](=O)[O-])C(CCSCCS(=O)(=O)O)=O)C=C1 2-{3-[3,5-bis[4-nitrobenzylidene]-4-oxopiperidin-1-yl]-3-oxopropylsulfanyl}ethanesulfonic acid